methyl 2-chloro-4-(methylamino)-5-nitrobenzoate ClC1=C(C(=O)OC)C=C(C(=C1)NC)[N+](=O)[O-]